[Al+3].C(CC)C1=CC=C2C=CC=NC2=C1O.C(CC)C1=CC=C2C=CC=NC2=C1O.C(CC)C1=CC=C2C=CC=NC2=C1O tris(7-propyl-8-hydroxyquinoline) aluminum (III)